(Z)-3-bromo-3-(4-methoxyphenyl)propenal Br\C(=C/C=O)\C1=CC=C(C=C1)OC